C1(CC1)C=1N=CC2=CC3=C(C(=C2C1)S(NC1CC(C1)(F)F)(=O)=O)C[C@@H](C3)NC3=CC=C(N=N3)C(=O)OC methyl 6-[[(7R)-3-cyclopropyl-5-[(3,3-difluorocyclobutyl)sulfamoyl]-7,8-dihydro-6H-cyclopenta[g]isoquinolin-7-yl]amino]pyridazine-3-carboxylate